C[C@@H]1O[C@@H](CN(C1)CC1=CC(=NC(=C1)NC=1SC(=CN1)C=1OC(=NN1)C1=CC=CC=C1)C=1C=C(C=CC1)CO)C (3-(4-(((2S,6R)-2,6-dimethylmorpholino)methyl)-6-((5-(5-phenyl-1,3,4-oxadiazole-2-yl)thiazol-2-yl)amino)pyridin-2-yl)phenyl)methanol